2,9,16,23-tetraaminophthalocyanine C1=CC2=C(C=C1N)C3=NC4=NC(=NC5=C6C=CC(=CC6=C(N5)N=C7C8=C(C=C(C=C8)N)C(=N7)N=C2N3)N)C9=C4C=CC(=C9)N